ClC=1C=C(C=CC1)SN S-3-chlorophenyl-sulfenamide